C(C(O)CO)C(C(=O)O)CCCCCCCCCCCCCCCC.C(CCCCCCCCCCCCCCCCC)(=O)O stearic acid (glyceryl stearate)